C(N)(=O)C=1C(=CC(=C(C1)C=1C(=CC(=C(C1)NC(=O)C1=CNC(C=C1C(F)F)=O)N1C[C@H](N([C@H](C1)C)C)C)F)F)F |r| N-[5-(5-carbamoyl-2,4-difluorophenyl)-4-fluoro-2-[rac-(3R,5S)-3,4,5-trimethylpiperazin-1-yl]phenyl]-4-(difluoromethyl)-6-oxo-1H-pyridine-3-carboxamide